CN(C1CCC2(CCN(CC2)C(=O)C=2C=NC=CC2)CC1)C=1C2=C(N=CN1)NC=C2 {9-[Methyl(7H-pyrrolo[2,3-d]pyrimidin-4-yl)amino]-3-azaspiro[5.5]undec-3-yl}pyridin-3-ylmethanon